dimethylaminopropyl-amine CN(C)CCCN